FC(OC1=CC=C(C=C1)C1=NC(=NC2=C1SC=N2)C2CN(C2)C(=O)OC(C)(C)C)(F)F tert-butyl 3-(7-(4-(trifluoromethoxy)phenyl)thiazolo[5,4]pyrimidin-5-yl)azetidine-1-carboxylate